4,4'-bis(phenylisopropyl)diphenylamine CC(C)(C1=CC=CC=C1)C2=CC=C(C=C2)NC3=CC=C(C=C3)C(C)(C)C4=CC=CC=C4